5-chloro-3-methyl-2-(4-piperidyl)pyridine ClC=1C=C(C(=NC1)C1CCNCC1)C